1-octadecyl-4-methylpyridinium C(CCCCCCCCCCCCCCCCC)[N+]1=CC=C(C=C1)C